BrC1=C(C=C(C=2C(CCCC12)=O)NC(C)=O)F N-(4-bromo-3-fluoro-8-oxo-5,6,7,8-tetrahydronaphthalen-1-yl)acetamide